tert-butyl (3S)-4-(5-bromo-3-nitropyridin-2-yl)-3-methylpiperazine-1-carboxylat BrC=1C=C(C(=NC1)N1[C@H](CN(CC1)C(=O)OC(C)(C)C)C)[N+](=O)[O-]